C1=CC=CC=2C3=CC=CC=C3N(C12)C[C@H](CN1C(CC[C@@H]1C)=O)O (S)-1-((R)-3-(9H-carbazol-9-yl)-2-hydroxypropyl)-5-methylpyrrolidin-2-one